FC1=C(C=CC=C1F)[C@@H](CC1=NC(=NC(=N1)N[C@@H](CO)CC(C)C)NS(=O)(=O)C)CC N-(4-((R)-2-(2,3-difluorophenyl)butyl)-6-(((R)-1-hydroxy-4-methylpent-2-yl)amino)-1,3,5-triazin-2-yl)methanesulfonamide